C(C)(C)(C)OC(NCC(=C(F)F)CN1N=CN(C1=O)CC1=CC=C(C=C1)Br)=O [2-[[4-[(4-bromophenyl)methyl]-5-oxo-1,2,4-triazol-1-yl]methyl]-3,3-difluoro-allyl]carbamic acid tert-butyl ester